O=C(C[S-])C 2-oxopropanthiolate